(3S,5R)-1-(4-bromophenyl)-3,5-dimethyl-piperazine BrC1=CC=C(C=C1)N1C[C@@H](N[C@@H](C1)C)C